O=C1NC(CCC1NC(C1=C(C(=CC=C1)CN1C(CN(CC1)C)=O)F)=O)=O N-(2,6-dioxopiperidin-3-yl)-2-fluoro-3-(4-methyl-2-oxopiperazin-1-yl)methylbenzamide